5-bromo-2-iodotoluene BrC=1C=CC(=C(C)C1)I